The molecule is an oxo dicarboxylate and an alpha-amino-acid anion. It has a role as a Saccharomyces cerevisiae metabolite. It is a conjugate base of a 2-amino-3-(3-oxoprop-1-enyl)but-2-enedioic acid and a 2-ammonio-3-(3-oxoprop-1-enyl)but-2-enedioate(1-). C(=C/C(=C(\\C(=O)[O-])/N)/C(=O)[O-])\\C=O